ClCC1(CNC(O1)=O)CCOCC1=CC=CC=C1 5-(chloromethyl)-5-(2-phenylmethoxyethyl)-1,3-oxazolidin-2-one